C(#N)C(C(=O)C1=C(C=C(C=C1)S(=O)(=O)C)C(F)(F)F)C(=O)C1(CC1)C 2-cyano-1-[4-(methylsulfonyl)-2-Trifluoromethylphenyl]-3-(1-methylcyclopropyl)propane-1,3-dione